3,4,5,6-tetrafluoro-phthalonitrile FC1=C(C(C#N)=C(C(=C1F)F)F)C#N